C(C)(C)(C)OC(NC/C(=C\F)/CBr)=O tert-Butyl-N-[(E)-2-(bromomethyl)-3-fluoroallyl]carbamat